C(C1=CC=CC=C1)OC(=O)NCCNC(CNC(CNC(OC(C)(C)C)=O)=O)=O tert-butyl N-[2-[[2-[2-(benzyloxycarbonylamino)ethylamino]-2-oxo-ethyl]amino]-2-oxo-ethyl]carbamate